((((((1R,2S,5R)-2-carbamoyl-7-oxo-1,6-diazabicyclo[3.2.1]octan-6-yl) oxy) sulfonyl) oxy) methyl) cyclopropanecarboxylate C1(CC1)C(=O)OCOS(=O)(=O)ON1[C@@H]2CC[C@H](N(C1=O)C2)C(N)=O